N1(CCCC1)CC1=CC=C(S1)C=1C=C2CNCC2=CC1 5-(5-(Pyrrolidin-1-ylmethyl)thiophen-2-yl)isoindoline